methyl 2-(2-ethoxy-4-fluorobenzoyl)-2-azaspiro[3.3]heptane-6-carboxylate C(C)OC1=C(C(=O)N2CC3(C2)CC(C3)C(=O)OC)C=CC(=C1)F